ClC1=CC=C(C=C1)C=1C=CC=2N(C1)C=C(N2)C(=O)O 6-(4-chlorophenyl)imidazo[1,2-a]pyridine-2-carboxylic acid